N-(3-Chloro-4-(trifluoromethyl)phenyl)-2-(3,5-dimethyl-1H-pyrazol-1-yl)-6-methyl-pyrimidin-4-amine ClC=1C=C(C=CC1C(F)(F)F)NC1=NC(=NC(=C1)C)N1N=C(C=C1C)C